N-[2-(1S,2R)-[1,1'-Bicyclopropyl]-2-ylphenyl]-3-(difluoromethyl)-1-methyl-1H-pyrazole-4-carboxamide [C@@H]1([C@@H](C1)C1=C(C=CC=C1)NC(=O)C=1C(=NN(C1)C)C(F)F)C1CC1